5-chloro-N-[(furan-2-yl)methyl]-2-[(methylamino)methyl]thieno[3,2-b]pyridin-7-amine hydrochloride Cl.ClC1=CC(=C2C(=N1)C=C(S2)CNC)NCC=2OC=CC2